[2-(1-methylethyl)phenyl]boronic acid CC(C)C1=C(C=CC=C1)B(O)O